N-methyl-1-((1R,4r)-4-(methyl(7-(5-((3R)-2-oxido-1,2-dithiolan-3-yl)pentanoyl)-7H-pyrrolo[2,3-d]pyrimidin-4-yl)amino)cyclohexyl)methanesulfonamide CNS(=O)(=O)CC1CCC(CC1)N(C=1C2=C(N=CN1)N(C=C2)C(CCCC[C@H]2S(SCC2)=O)=O)C